ClC=1C(=CC(=NC1)OC)C1=NC=C(C=C1)C1(CC1)NC(=O)C1=CC(=NN1C)C(F)(F)F N-(1-(5'-chloro-2'-methoxy-[2,4'-bipyridin]-5-yl)cyclopropyl)-1-methyl-3-(trifluoromethyl)-1H-pyrazole-5-carboxamide